C(C1=CC=CC=C1)NC1=C2N=CN(C2=NC(=N1)C1=CN(C=C1)C)[C@H]1[C@@H]([C@@H]([C@H](O1)C(=O)NC([2H])([2H])[2H])O)O (2S,3S,4R,5R)-5-(6-(benzylamino)-2-(1-methyl-1H-pyrrol-3-yl)-9H-purin-9-yl)-3,4-dihydroxyl-N-(methyl-d3)-tetrahydrofuran-2-formamide